(Z)-5-(3-n-butoxy-4-methoxybenzylidene)-3-isopropylthiazolidine-2,4-dione C(CCC)OC=1C=C(\C=C/2\C(N(C(S2)=O)C(C)C)=O)C=CC1OC